5-chloro-8-iodo-pyrido[4,3-d]pyrimidine ClC1=NC=C(C=2N=CN=CC21)I